N-(5-fluoro-1-(1-((1s,4s)-4-isopropylcyclohexyl)piperidin-4-yl)-2-oxoindolin-3-yl)isobutyramide FC=1C=C2C(C(N(C2=CC1)C1CCN(CC1)C1CCC(CC1)C(C)C)=O)NC(C(C)C)=O